C(C(=O)Cl)(=O)Cl monooxalyl chloride